2-(4-Tert-butyl-4,5-dihydro-oxazol-2-yl)bromobenzene C(C)(C)(C)C1N=C(OC1)C1=C(C=CC=C1)Br